N,N'-diphenyl-N,N'-bis(4-methoxyphenyl)-4,4'-diaminobiphenyl C1(=CC=CC=C1)N(C1=CC=C(C=C1)C1=CC=C(C=C1)N(C1=CC=C(C=C1)OC)C1=CC=CC=C1)C1=CC=C(C=C1)OC